CS(=O)(=O)C1=C(C=C(C=C1)N1CCCCC1)[N+](=O)[O-] 1-(4-(methylsulfonyl)-3-nitrophenyl)piperidine